OC=1C(=C(C(=CC1)C)N1C=NC2=C(C1=O)C=C(N2S(=O)(=O)C2=CC=C(C)C=C2)C2=CN=NC(=C2)C)C 3-(3-hydroxy-2,6-dimethylphenyl)-6-(6-methylpyridazin-4-yl)-7-tosyl-3,7-dihydro-4H-pyrrolo[2,3-d]pyrimidin-4-one